(1S,2S)-2-fluoro-N-(3-(5-methoxybenzo[d]oxazol-6-yl)-1H-pyrrolo[2,3-b]pyridin-6-yl)cyclopropane-1-carboxamide F[C@@H]1[C@@H](C1)C(=O)NC1=CC=C2C(=N1)NC=C2C2=CC1=C(N=CO1)C=C2OC